FC(OC=1C=C(C=CC1)NC1=C(C=C(C(=O)OC)C=C1)[N+](=O)[O-])F methyl 4-((3-(difluoromethoxy)phenyl)amino)-3-nitrobenzoate